4-bromo-2-hydroxycyclohepta-2,4,6-trien-1-one BrC=1C=C(C(C=CC1)=O)O